2,5-dimethoxy-4-chloroaniline COC1=C(N)C=C(C(=C1)Cl)OC